CC(C)(C)[S@@](=O)N[C@@H](C)CCC1=CC=CC=C1 (R)-2-methyl-N-[(2S)-4-phenylbutan-2-yl]-2-propanesulfinamide